3-(BUTYLAMINOCARBONYL)PHENYLBORONIC ACID C(CCC)NC(=O)C=1C=C(C=CC1)B(O)O